BrC1=C(C(=CC(=C1)C(C(F)(F)F)(C(F)(F)F)F)C(F)(F)F)NC(=O)C=1C(=C(C=CC1)NC(=O)C=1SC(=CC1)Cl)F N-(3-((2-bromo-4-(perfluoropropane-2-yl)-6-(trifluoromethyl)phenyl)carbamoyl)-2-fluorophenyl)-5-chlorothiophene-2-carboxamide